N(=[N+]=[N-])CCOCCOCCOCCOC[C@H]1OC[C@@H]([C@@H]2[C@H]1OC(O2)(C)C)NC2=NC(=CN=C2)C(F)(F)F N-((3aR,4R,7S,7aR)-4-(13-azido-2,5,8,11-tetraoxatridecyl)-2,2-dimethyltetrahydro-4H-[1,3]dioxolo[4,5-c]pyran-7-yl)-6-(trifluoromethyl)pyrazin-2-amine